methyl 4-[(3S,5R)-3-hydroxy-5-[[5-[2-hydroxy-6-methyl-4-(trifluoromethyl)phenyl]oxazolo[4,5-b]pyridin-2-yl]amino]-1-piperidyl]butanoate O[C@@H]1CN(C[C@@H](C1)NC=1OC=2C(=NC(=CC2)C2=C(C=C(C=C2C)C(F)(F)F)O)N1)CCCC(=O)OC